(1-(methylsulfonyl)cyclopropyl)methanamine hydrochloride Cl.CS(=O)(=O)C1(CC1)CN